CC1=C(C(=CC=C1)C(=O)Cl)C1=C(C=CC=C1C(=O)Cl)C 2,2'-dimethylbiphenyl-6,6'-dicarboxylic chloride